(1R,2S,5S)-N-(2-amino-2-oxo-1-phthalazin-1-yl-ethyl)-3-[(2S)-3-cyclopropyl-2-[[(2S)-2-methoxypropanoyl]amino]propanoyl]-6,6-dimethyl-3-azabicyclo[3.1.0]hexane-2-carboxamide NC(C(C1=NN=CC2=CC=CC=C12)NC(=O)[C@@H]1[C@H]2C([C@H]2CN1C([C@H](CC1CC1)NC([C@H](C)OC)=O)=O)(C)C)=O